C(C)(C)(C)OC(=O)N1[C@@H](CCC1)[C@@]1(OC2=C(C1)C(=C(C(=C2)F)Cl)C2=C(C(=NC=C2C(=O)[O-])OCCOC2OCCCC2)F)C2=CC=CC=C2.[Na+] Sodium 4-((2S,4S)-2-((S)-1-(tert-butoxycarbonyl)pyrrolidin-2-yl)-5-chloro-6-fluoro-2-phenyl-2,3-dihydrobenzofuran-4-yl)-5-fluoro-6-(2-((tetrahydro-2H-pyran-2-yl)oxy)ethoxy)nicotinate